C(C)(=O)S[C@@H]1CC[C@@H](CC1)NC(=O)OC(C)(C)C cis-S-(cis-4-((tert-butoxycarbonyl) amino) cyclohexyl) thioacetate